4-(4-(5-bromo-3,3-dimethyl-1H,2H,3H-pyrrolo[3,2-b]pyridin-1-yl)-1,3,5-triazin-2-yl)-N1-(2-(dimethylamino)ethyl)-5-methoxy-N1-methylbenzene-1,2,4-triamine BrC1=CC=C2C(=N1)C(CN2C2=NC(=NC=N2)C2(CC(=C(C=C2OC)N(C)CCN(C)C)N)N)(C)C